ClC=1C=CC=C2CCC(C12)N1CC2=C(CC1)N=C(N2)C2=C(C=CC=C2)Cl 5-(7-chloro-2,3-dihydro-1H-inden-1-yl)-2-(2-chlorophenyl)-4,5,6,7-tetrahydro-3H-imidazo[4,5-c]pyridine